N-(4-((2-methoxy-3-(1-methyl-1H-1,2,4-triazol-3-yl)phenyl)amino)-5-(5-(trifluoromethyl)-1,3,4-oxadiazol-2-yl)pyridin-2-yl)cyclopropanecarboxamide potassium adenosine-5'-diphosphate P([O-])(=O)(OP(=O)([O-])[O-])OC[C@@H]1[C@H]([C@H]([C@@H](O1)N1C=NC=2C(N)=NC=NC12)O)O.[K+].COC1=C(C=CC=C1C1=NN(C=N1)C)NC1=CC(=NC=C1C=1OC(=NN1)C(F)(F)F)NC(=O)C1CC1.[K+].[K+]